7-(6,8-dichloronaphthalen-1-yl)-8-fluoro-2-(((2R,7aS)-2-fluorohexahydro-1H-pyrrolizin-7a-yl)methoxy)-N-methyl-N-((R)-pyrrolidin-3-yl)pyrido[4,3-d]pyrimidin-4-amine ClC=1C=C2C=CC=C(C2=C(C1)Cl)C1=C(C=2N=C(N=C(C2C=N1)N([C@H]1CNCC1)C)OC[C@]12CCCN2C[C@@H](C1)F)F